biphenyltetraformyl chloride C1(=C(C(=C(C(=C1)C(=O)Cl)C(=O)Cl)C(=O)Cl)C(=O)Cl)C1=CC=CC=C1